N-[{8-(4-Cyclopropylphenoxy)quinolin-5-yl}methyl]acrylamide C1(CC1)C1=CC=C(OC=2C=CC(=C3C=CC=NC23)CNC(C=C)=O)C=C1